NC=1C=NN(C1C)C=1C=CC=C(C1)O 5-(4-amino-5-methyl-1H-pyrazol-1-yl)phenol